N-(6-(7-azabicyclo[2.2.1]heptane-7-yl)-5-chloropyridin-3-yl)-2-chloro-4-(3-ethynylpyridin-4-yl)-5-fluorobenzamide C12CCC(CC1)N2C2=C(C=C(C=N2)NC(C2=C(C=C(C(=C2)F)C2=C(C=NC=C2)C#C)Cl)=O)Cl